butyl hydroxide C(CCC)O